FC1=CC=C(C=C1)N1C(=C(C2=CC(=CC=C12)O)C#N)C(CC)O 1-(4-fluorophenyl)-5-hydroxy-2-(1-hydroxypropyl)indole-3-carbonitrile